NC1=CC=C(C=C1)SC1=CC(=C(N)C=C1)CCC 4-((4-aminophenyl)thio)-2-propylaniline